[2-[(2R,3R)-2-(2-chloro-3-methyl-phenyl)-1-[2-[3-cyclopropyl-5-(trifluoromethyl)pyrazol-1-yl]acetyl]pyrrolidine-3-yl]oxy-1,1-dimethyl-ethyl] acetate C(C)(=O)OC(CO[C@H]1[C@H](N(CC1)C(CN1N=C(C=C1C(F)(F)F)C1CC1)=O)C1=C(C(=CC=C1)C)Cl)(C)C